CC(C)(C)C1=C(C=C(C=C1)C(C)(C)C)C(C)(C)C 1,2,4-tris(1,1-dimethylethyl)benzene